(S)-2-((5-bromopyrimidin-2-yl)amino)-4-((2-(3,5-dimethyl-1H-pyrazol-1-yl)ethyl)(4-(5,6,7,8-tetrahydro-1,8-naphthyridin-2-yl)butyl)amino)butanoic acid BrC=1C=NC(=NC1)N[C@H](C(=O)O)CCN(CCCCC1=NC=2NCCCC2C=C1)CCN1N=C(C=C1C)C